C1(=CC=C(C=C1)N(C1=CC=C(C=C1)C=CC1=CC=C(C=C1)N(C1=CC=C(C=C1)C1=CC=CC=C1)C1=CC=C(C=C1)C1=CC=CC=C1)C1=CC=C(C=C1)C1=CC=CC=C1)C1=CC=CC=C1 N,N,N',N'-tetra(4-biphenylyl)-4,4'-diaminostilbene